2-[2-[3-(4-Hexylphenyl)prop-2-enoyl]-5-pent-2-en-3-yloxyphenoxy]acetic acid C(CCCCC)C1=CC=C(C=C1)C=CC(=O)C1=C(OCC(=O)O)C=C(C=C1)OC(=CC)CC